(R)-2-(methylamino)-2-phenylcyclohexan-1-one CN[C@@]1(C(CCCC1)=O)C1=CC=CC=C1